N-(6-((1H-pyrazol-1-yl)methyl)-4-methoxybenzo[d]isoxazol-3-yl)-3-(4-(1-(2-(2,6-dioxopiperidin-3-yl)-1,3-dioxoisoindolin-5-yl)pyrrolidine-3-carbonyl)piperazin-1-yl)benzene-sulfonamide N1(N=CC=C1)CC1=CC2=C(C(=NO2)NS(=O)(=O)C2=CC(=CC=C2)N2CCN(CC2)C(=O)C2CN(CC2)C=2C=C3C(N(C(C3=CC2)=O)C2C(NC(CC2)=O)=O)=O)C(=C1)OC